bis(2-methyl-3-furyl)pyrazine CC=1OC=CC1C=1C(=NC=CN1)C1=C(OC=C1)C